FC1=C(C=CC=C1)CNC(C)=O N-[(2-FLUOROPHENYL)METHYL]ACETAMIDE